ClC=1C(=C(C=CC1F)[C@@H]1N(OCC1)C1=CC(=NC=N1)NC=1C(=CC(=C(C1)NC(C=C)=O)N1C[C@H](OCC1)C)OC)F N-(5-((6-((R)-3-(3-chloro-2,4-difluorophenyl)isoxazolidine-2-yl)pyrimidine-4-yl)amino)-4-methoxy-2-((R)-2-methylmorpholino)phenyl)acrylamide